ethyl-5-fluorobenzenebutanoic acid C(C)C1=C(C=C(C=C1)F)CCCC(=O)O